C(C=C)OC(=O)N[C@@H](COC1=CC(=NC(=C1C(=O)O)OC)C)CC1=CC=CC=C1 (R)-4-(2-(((allyloxy)carbonyl)amino)-3-phenylpropoxy)-2-methoxy-6-methylnicotinic acid